(1S,2S)-2-fluoro-N-(1-methyl-3-(4-methyl-6-(2,2,2-trifluoro-1-hydroxyethyl)pyridin-3-yl)-2-oxo-1,2-dihydro-1,6-naphthyridin-7-yl)cyclopropanecarboxamide F[C@@H]1[C@@H](C1)C(=O)NC1=NC=C2C=C(C(N(C2=C1)C)=O)C=1C=NC(=CC1C)C(C(F)(F)F)O